(R)-2-(3-(1-(9-((4,6-difluoro-1H-indol-5-yl)oxy)-5,6-dihydroimidazo[2,1-a]isoquinolin-3-yl)ethyl)-2-fluorophenyl)acetic acid FC1=C2C=CNC2=CC(=C1OC1=CC=C2CCN3C(C2=C1)=NC=C3[C@H](C)C=3C(=C(C=CC3)CC(=O)O)F)F